BrC=1C(=NN(C1C)C1CS(CC1)(=O)=O)NC=1SC(=CN1)C(=O)NC1=C(C(=CC(=C1C)O)Br)C 2-[[4-bromo-1-(1,1-dioxothiolan-3-yl)-5-methyl-pyrazol-3-yl]amino]-N-(3-bromo-5-hydroxy-2,6-dimethyl-phenyl)thiazole-5-carboxamide